C1(CC1)C1=CC(=C(C=C1)C1=NN=C(C=2CCCCC12)N[C@H]1CNCCC1)OC (R)-4-(4-cyclopropyl-2-methoxyphenyl)-N-(piperidin-3-yl)-5,6,7,8-tetrahydrophthalazin-1-amine